(S)-3-(4-((difluoromethyl)sulfonamido)-3-(1-(4-fluorophenyl)ethoxy)phenyl)-5-((5-(tetrahydro-2H-pyran-4-yl)pyrazin-2-yl)amino)-1H-pyrazole FC(S(=O)(=O)NC1=C(C=C(C=C1)C1=NNC(=C1)NC1=NC=C(N=C1)C1CCOCC1)O[C@@H](C)C1=CC=C(C=C1)F)F